5-[2-fluoro-4-[(4-methyl-1-piperidinyl)methyl]phenyl]-3H-1,3,4-oxadiazol-2-one FC1=C(C=CC(=C1)CN1CCC(CC1)C)C1=NNC(O1)=O